CC1=NC(=CC(=N1)N1CC2(C1)CN(CC2)C2=NC=CC(=N2)C(=O)NN)C(F)(F)F 2-(2-(2-methyl-6-(trifluoromethyl)pyrimidin-4-yl)-2,6-diazaspiro[3.4]octan-6-yl)pyrimidine-4-carbohydrazide